1-(2,4-dihydroxyphenyl)-2-propen-1-one OC1=C(C=CC(=C1)O)C(C=C)=O